3,6,9,12,16-pentaoxaoctadecane-18-oic acid CCOCCOCCOCCOCCCOCC(=O)O